C(C)(C)(C)OC(C(COC=1C=NC(=CC1)Br)O[Si](C)(C)C(C)(C)C)=O 3-((6-bromopyridin-3-yl)oxy)-2-((tert-butyldimethyl-silyl)oxy)propanoic acid tert-butyl ester